(4aR,8aS)-6-[3-[[4-(4-fluorophenyl)thiazol-2-yl]methoxy]azetidine-1-carbonyl]-4,4a,5,7,8,8a-hexahydropyrido[4,3-b][1,4]oxazin-3-one FC1=CC=C(C=C1)C=1N=C(SC1)COC1CN(C1)C(=O)N1C[C@@H]2[C@@H](OCC(N2)=O)CC1